ClC=1C=C(C=CC1F)C(C=1NC(=C(N1)S(=O)(=O)C)C)OC[C@@H]1CC(CC1)(F)F 2-((3-chloro-4-fluorophenyl)(((S)-3,3-difluorocyclopentyl)methoxy)methyl)-5-methyl-4-(methylsulfonyl)-1H-imidazole